4,4'-(1-Methylethyliden)bis[Phenol] CC(C)(C1=CC=C(C=C1)O)C1=CC=C(C=C1)O